NC1=C(C=2N(C=C1C(=O)N)C(=NN2)C)C2=C(C(=CC=C2)OC)C 7-amino-8-(3-methoxy-2-methylphenyl)-3-methyl-[1,2,4]triazolo[4,3-a]pyridine-6-carboxamide